20-(oxan-2-yl)-8,15-dioxa-4,10,20,21-tetraazapentacyclo[14.5.2.12,6.110,13.019,22]pentacosa-1(21),2(25),3,5,16(23),17,19(22)-heptaen-9-one O1C(CCCC1)N1C=2C=CC=3OCC4CCN(C(OCC5=CN=CC(C(=N1)C2C3)=C5)=O)C4